(1S,5R)-3-(8-cyanoquinolin-5-yl)-N-((4-hydroxy-1-methylpiperidin-4-yl)methyl)-5-(trifluoromethyl)-3-azabicyclo[3.1.0]hexane-1-carboxamide C(#N)C=1C=CC(=C2C=CC=NC12)N1C[C@@]2(C[C@@]2(C1)C(F)(F)F)C(=O)NCC1(CCN(CC1)C)O